tert-butyl 6,6-difluoro-3-({8-[1-(oxan-2-yl)pyrazol-4-yl]-6H-isochromeno[3,4-b]pyridin-3-yl}amino)-8-azabicyclo[3.2.1]octane-8-carboxylate FC1(C2CC(CC(C1)N2C(=O)OC(C)(C)C)NC2=CC=C1C(=N2)OCC=2C=C(C=CC21)C=2C=NN(C2)C2OCCCC2)F